C1(CCCCC1)CC(=O)[O-] CYCLOHEXYLACETATE